4-(((R)-1-(3-(difluoromethyl)-2-fluorophenyl)ethyl)amino)-2-methyl-6-((S)-3-(trifluoromethyl)pyrrolidin-3-yl)-2,6-dihydropyrido[3,4-d]pyridazine-1,7-dione FC(C=1C(=C(C=CC1)[C@@H](C)NC1=NN(C(C=2C1=CN(C(C2)=O)[C@@]2(CNCC2)C(F)(F)F)=O)C)F)F